(trimethoxy)silicon CO[Si](OC)OC